O1CCN(CC1)C=1C2=C(N=CN1)N(C(=C2)C2=CC=C(N[C@@H](C(F)(F)F)C1CCNCC1)C=C2)COCC[Si](C)(C)C (R)-4-(4-morpholino-7-((2-(trimethylsilyl)ethoxy)methyl)-7H-pyrrolo[2,3-d]pyrimidin-6-yl)-N-(2,2,2-trifluoro-1-(piperidin-4-yl)ethyl)aniline